C(C1=CC=CC=C1)S(=O)(=O)OC1=C(C=C(C=C1)NC(NC1=CC(=C(C=C1)OS(=O)(=O)CC1=CC=CC=C1)C)=O)C bis-[4-(benzylsulfonyloxy)-3-methyl-phenyl]urea